(R)-4-(tert-butoxycarbonyl)-1-octyl-6-oxopiperazine-2-carboxylic acid C(C)(C)(C)OC(=O)N1C[C@@H](N(C(C1)=O)CCCCCCCC)C(=O)O